2-[[7-Acetamido-2-(furan-2-yl)-6-[4-[(E)-3-oxo-3-phenylprop-1-enyl]phenoxy]-4,4a,6,7,8,8a-hexahydropyrano[3,2-d][1,3]dioxin-8-yl]oxy]acetic acid C(C)(=O)NC1C(C2OC(OCC2OC1OC1=CC=C(C=C1)\C=C\C(C1=CC=CC=C1)=O)C=1OC=CC1)OCC(=O)O